3-hydroxymethyl-pyrazole OCC1=NNC=C1